ClC1=C(OCC[Na])C=CC(=C1)Cl 2,4-dichlorophenoxyethyl-sodium